butenyl-CoA C(=CCC)SCCNC(CCNC([C@@H](C(COP(OP(OC[C@@H]1[C@H]([C@H]([C@@H](O1)N1C=NC=2C(N)=NC=NC12)O)OP(=O)(O)O)(=O)O)(=O)O)(C)C)O)=O)=O